Cl.N1C(=NC=C1)CCO imidazoleethanol hydrochloride